ClC=1C(=CC2=C(CN(C(O2)=O)CC=2C(=C(C=CC2)NC(OC(C)(C)C)=O)F)C1)OCC1=CC=C(C=C1)OC tert-butyl (3-((6-chloro-7-((4-methoxybenzyl)oxy)-2-oxo-2H-benzo[e][1,3]oxazin-3(4H)-yl)methyl)-2-fluorophenyl)carbamate